Cl.Cl.FC1=C(C=CC=C1)N1C(=NN=C1C1=CC=CC=C1)C1CC(C1)N (1S,3r)-3-(4-(2-fluorophenyl)-5-phenyl-4H-1,2,4-triazol-3-yl)cyclobutan-1-amine dihydrochloride